(1s,3r)-3-((tert-butoxycarbonyl)amino)cyclopentane-1-carboxylic acid C(C)(C)(C)OC(=O)N[C@H]1C[C@H](CC1)C(=O)O